(2-ethoxycyclopropyl)methanone C(C)OC1C(C1)C=O